C1(=CC=CC=C1)P([O-])(=O)C(C1=C(C=C(C=C1C)C)C)=O.[Mg+2].C1(=CC=CC=C1)P([O-])(=O)C(C1=C(C=C(C=C1C)C)C)=O magnesium phenyl-2,4,6-trimethylbenzoylphosphinate